[Co](Cl)(Cl)Cl.ClC(CCCC)=N chloropentanimine cobalt (III) chloride